5-(1-(3,5-dichloropyridin-4-yl)ethoxy)-N-(4-(morpholinomethyl)phenyl)-1H-indazole-3-carboxamide ClC=1C=NC=C(C1C(C)OC=1C=C2C(=NNC2=CC1)C(=O)NC1=CC=C(C=C1)CN1CCOCC1)Cl